O=C1N(CC2=C(C=CC=C12)C1=CC=C(C=C1)NC(C(C)(C)C)=O)C(C(=O)NC(C(=O)OC)=C)=C Methyl 2-(2-(1-oxo-4-(4-pivalamidophenyl)isoindolin-2-yl)acrylamido)acrylate